C(C1=CC=CC=C1)OC(N[C@@H]1[C@@H](NC([C@H]1C)=O)C=1C=C(C=CC1)C)=O |r| (rac-(2S,3S,4S)-4-methyl-5-oxo-2-(m-tolyl)pyrrolidin-3-yl)carbamic acid benzyl ester